Bio-vanillin COC1=CC=CC(=C1O)C(=O)C(=O)C2=C(C(=CC=C2)OC)O